(R)-N4-(1-((tert-butyldimethylsilyl)oxy)-2-methylhex-2-yl)-N2-(2,4-dimethoxybenzyl)pyrido[3,4-d]pyrimidine-2,4-diamine [Si](C)(C)(C(C)(C)C)OC[C@](CCCC)(C)NC=1C2=C(N=C(N1)NCC1=C(C=C(C=C1)OC)OC)C=NC=C2